tert-butyl (1R,5S)-3-(7-(2-chloroquinazolin-4-yl)-2-(((S)-1-methylpyrrolidin-2-yl)methoxy)-5,6,7,8-tetrahydropyrido[3,4-d]pyrimidin-4-yl)-3,8-diazabicyclo[3.2.1]octane-8-carboxylate ClC1=NC2=CC=CC=C2C(=N1)N1CC=2N=C(N=C(C2CC1)N1C[C@H]2CC[C@@H](C1)N2C(=O)OC(C)(C)C)OC[C@H]2N(CCC2)C